ClC1=C(C=CC=C1)CC(=O)NC1=CC(=NC=C1)N(C(C)=O)C1=CC(=CC(=C1)C)C#N N-{4-[2-(2-Chlorophenyl)acetamido]pyridin-2-yl}-N-(3-cyano-5-methylphenyl)acetamide